(M)-3-chloro-4-((3,5-difluoropyridin-2-yl)methoxy)-5',6-dimethyl-2-oxo-2H-[1,4'-bipyridine] ClC=1C(N(C(=CC1OCC1=NC=C(C=C1F)F)C)C1=CC=NC=C1C)=O